6-chloro-5-(2-fluoro-5-methoxy-phenyl)-1,7-dimethyl-3H-1,4-benzodiazepin-2-one ClC1=C(C=CC2=C1C(=NCC(N2C)=O)C2=C(C=CC(=C2)OC)F)C